7-chloro-8-methyl-2-(trifluoromethyl)-3-[1-(3,3,3-trifluoropropyl)-1H-pyrazol-4-yl]-4H-pyrido[1,2-a]pyrimidin-4-one ClC=1C(=CC=2N(C(C(=C(N2)C(F)(F)F)C=2C=NN(C2)CCC(F)(F)F)=O)C1)C